methyl (benzyl(1,3-dioxoisoindolin-2-yl)carbamoyl)prolinate C(C1=CC=CC=C1)N(C(=O)N1[C@@H](CCC1)C(=O)OC)N1C(C2=CC=CC=C2C1=O)=O